3,5,5-Tri-methylhexanal CC(CC=O)CC(C)(C)C